C(C)(=O)C1=C(C2=C(N=C(N=C2)NC2=NC=C(C=C2)N2CCC(CC2)=O)N(C1=O)C1CCCC1)C 6-acetyl-8-cyclopentyl-5-methyl-2-[[5-(4-oxo-1-piperidyl)-2-pyridyl]amino]pyrido[2,3-d]pyrimidin-7-one